NC1=CC(=C(C=C1)N1CCN(CC1)C1CCN(CC1)C(=O)OC(C)(C)C)F tert-butyl 4-(4-(4-amino-2-fluorophenyl)piperazin-1-yl)piperidine-1-carboxylate